N[C@H]1[C@@H](CCCC1)NC(OC(C)(C)C)=O tert-Butyl ((1R,2R)-2-aminocyclohexyl)carbamate